C(\C(\C)=C/C(=O)[O-])(=O)[O-].C1(=CC=CC=C1)[P+](C1=CC=CC=C1)(C1=CC=CC=C1)C1=CC=CC=C1.C1(=CC=CC=C1)[P+](C1=CC=CC=C1)(C1=CC=CC=C1)C1=CC=CC=C1 bis-tetraphenylphosphonium citraconate